C(=O)(OCC)C=1N=CSC1 4-carbethoxythiazole